4-(3-(1-aminobutan-2-ylidene)azetidin-1-yl)-6-fluoro-N-methyl-2-((2-methylpyrimidin-5-yl)thio)-9H-pyrimido[4,5-b]indol-8-amine NCC(CC)=C1CN(C1)C1=NC(=NC=2NC3=C(C=C(C=C3C21)F)NC)SC=2C=NC(=NC2)C